1,8-diazabicyclo-(5.4.0)-undec-7-ene N12CCCCCC2=NCCC1